N-ethyl-5-fluoro-N-(isopropyl)-2-{pyrrolo[1,2-c]pyrimidin-7-yl}benzamide C(C)N(C(C1=C(C=CC(=C1)F)C1=CC=C2N1C=NC=C2)=O)C(C)C